ClC1=NC(=C2C(=N1)N(N=C2)[C@H]2[C@@H]([C@@H]([C@H](O2)COCP(O)(O)=O)O)O)NC(C)C ((((2R,3S,4R,5R)-5-(6-chloro-4-(isopropylamino)-1H-pyrazolo[3,4-d]pyrimidin-1-yl)-3,4-dihydroxytetrahydrofuran-2-yl)methoxy)methyl)phosphonic acid